(dodecylphenyl)sulfonium tetrakis(3,5-bis(trifluoromethyl)phenyl)borate FC(C=1C=C(C=C(C1)C(F)(F)F)[B-](C1=CC(=CC(=C1)C(F)(F)F)C(F)(F)F)(C1=CC(=CC(=C1)C(F)(F)F)C(F)(F)F)C1=CC(=CC(=C1)C(F)(F)F)C(F)(F)F)(F)F.C(CCCCCCCCCCC)C1=C(C=CC=C1)[SH2+]